C[Si](CCOCC1=C(C=2C(=NC=CC2)N1)CNC=1N=CC2=C(N1)C=COC2=O)(C)C (1-([2-(trimethylsilyl)ethoxy]methylpyrrolo[2,3-b]pyridin-3-yl)methyl)aminopyrano[4,3-d]pyrimidin-5-one